CCCCCCCCCCCCCCCCCCCC(=O)N[C@H](CC1=CC=CC=C1)C(=O)N(C)[C@@H](C(C)C)C(=O)N[C@@H](C(C)CC)C(=O)N[C@@H](CC2=CC=CC=C2)C(=O)N[C@@H](C)C(=O)OC The molecule is a lipopeptide consisting of the methyl ester of a D-Phe-N-Me-L-Val-L-Ile-L-Phe-L-Ala hexapeptide, to the nitrogen of the D-phenylalanine residue of which is linked a C20 (icosanoyl) fatty-acyl chain. It is a major cell wall lipopeptide of Mycobacterium avium ssp. paratuberculosis (MAP), the causative agent of Johne's disease in cattle and other ruminants. It has a role as an antigen. It is a lipopeptide and a methyl ester.